N2-tert-butyl-6-chloro-7-[3-(trifluoromethyl)phenyl]-3,4-dihydropyrrolo[1,2-a]pyrazine-2,8(1H)-dicarboxamide C(C)(C)(C)NC(=O)N1CC=2N(CC1)C(=C(C2C(=O)N)C2=CC(=CC=C2)C(F)(F)F)Cl